1-(tert-butyl) 3-methyl (5R)-3-((3-(bis(tert-butoxycarbonyl)amino)-1,2,4-triazin-6-yl)methyl)-2-oxo-5-(trifluoromethyl)piperidine-1,3-dicarboxylate C(C)(C)(C)OC(=O)N(C=1N=NC(=CN1)CC1(C(N(C[C@@H](C1)C(F)(F)F)C(=O)OC(C)(C)C)=O)C(=O)OC)C(=O)OC(C)(C)C